5-((1-(tert-butyl)-3-(3-(pyridin-3-yloxy)cyclopentyl)-1H-pyrazol-5-yl)amino)-4-fluoro-2-(4-methoxybenzyl)-2,3-dihydrobenzo[d]isothiazole 1,1-dioxide C(C)(C)(C)N1N=C(C=C1NC=1C=CC2=C(CN(S2(=O)=O)CC2=CC=C(C=C2)OC)C1F)C1CC(CC1)OC=1C=NC=CC1